C(CC)N(CCC)CC(C)C N,N-Dipropylisobutylamin